BrC1=C(C=CC=C1)OC1=C(C=CC=C1)[N+](=O)[O-] 1-bromo-2-(2-nitrophenoxy)benzene